4-(4-(dimethoxymethyl)piperidin-1-yl)-3-fluorobenzonitrile COC(C1CCN(CC1)C1=C(C=C(C#N)C=C1)F)OC